S(=O)(=O)(C1=CC=C(C)C=C1)N[C@@H](CC1=CC=CC=C1)C(=O)CCl N-tosyl-L-phenylalanyl-methyl chloride